Tert-butyl 4-(3-amino-2-oxopyridin-1-yl)piperidine-1-carboxylate NC=1C(N(C=CC1)C1CCN(CC1)C(=O)OC(C)(C)C)=O